C(#N)C(C)(C)C1=CC(=NC=C1)C(=O)NC=1C=NC(=C(C1)C=1C=NC2=CC(=NC=C2C1)NCC1=CC=C(C=C1)OC)C 4-(2-cyanoprop-2-yl)-N-(5-(7-((4-methoxybenzyl)amino)-1,6-naphthyridin-3-yl)-6-methylpyridin-3-yl)picolinamide